OC(CN)C1=CC(=CC=C1)O β,3-dihydroxyphenethylamine